5-bromo-6-(3,5-difluorophenyl)pyridin-2-amine BrC=1C=CC(=NC1C1=CC(=CC(=C1)F)F)N